methyl 6-chloro-1-cyclopropyloxy-2,7-naphthyridine-4-carboxylate ClC=1C=C2C(=CN=C(C2=CN1)OC1CC1)C(=O)OC